(1R,2S,6R)-9-hydroxy-2,6-dimethyl-8,10-dioxo-N-(2,4,6-trifluorobenzyl)-3,4,5,6,8,10-hexahydro-2H-1,7-methanopyrido[1,2-b][1,2,5]triazecine-11-carboxamide OC=1C(C(=CN2N3[C@H](CCC[C@H](N(C(C21)=O)C3)C)C)C(=O)NCC3=C(C=C(C=C3F)F)F)=O